C(#N)C1=C(C=C(C=C1)NC([C@@](CN1CCC2=CC=CC=C12)(C)O)=O)C(F)(F)F (S)-N-(4-cyano-3-(trifluoromethyl)phenyl)-2-hydroxy-3-(indolin-1-yl)-2-methylpropanamide